6-chloro-N-(5-chloro-1-(2-chloroethyl)-1H-pyrazol-4-yl)-7-(pyridazin-3-yl)-1H-indole-3-sulfonamide ClC1=CC=C2C(=CNC2=C1C=1N=NC=CC1)S(=O)(=O)NC=1C=NN(C1Cl)CCCl